[I-].C1(=CC=CC=C1)C1=CC(=CC(=C1)C1=CC(=[N+](C=C1)C)F)C1=CC=CC=C1 4-([1,1':3',1''-Terphenyl]-5'-yl)-2-fluoro-1-methylpyridin-1-ium iodide